CN(C1=CC=C(C=C1)NC(=O)N1C[C@@H](CCC1)N1N=C(C=2C1=NC=CC2)C2=CC(=CC=C2)OC)C (R)-N-(4-(dimethylamino)phenyl)-3-(3-(3-methoxyphenyl)-1H-pyrazolo[3,4-b]pyridin-1-yl)piperidine-1-carboxamide